CN1C=CC(=C(C1=O)C(=O)[O-])OC The molecule is a monocarboxylic acid anion resulting from the removal of a proton from the carboxy group of 4-methoxy-1-methyl-2-oxo-1,2-dihydropyridine-3-carboxylic acid; major species at pH 7.3. It is a conjugate base of a 4-methoxy-1-methyl-2-oxo-1,2-dihydropyridine-3-carboxylic acid.